cobalt chloride [Co](Cl)Cl